1-(5-chloro-2-{3,6-diazabicyclo[3.2.0]hept-3-yl}pyrimidin-4-yl)-N-{imidazo[1,2-a]pyridin-3-ylmethyl}azetidine-3-carboxamide Benzyl-bromoacetate C(C1=CC=CC=C1)C(C(=O)O)Br.ClC=1C(=NC(=NC1)N1CC2CNC2C1)N1CC(C1)C(=O)NCC1=CN=C2N1C=CC=C2